C(C)OC(=O)C1CC(C1)([N+](=O)[O-])CCC(=O)OC (1s,3r)-3-(3-methoxy-3-oxopropyl)-3-nitrocyclobutane-1-carboxylic acid ethyl ester